FC(C1=CSC2=C1N=CN=C2N[C@H](CN2CCN(CC2)S(=O)(=O)C2=CN=C(S2)NC(C)=O)C)(F)F N-[5-[4-[(2S)-2-[[7-(trifluoromethyl)thieno[3,2-d]pyrimidin-4-yl]amino]propyl]piperazin-1-yl]sulfonyl-1,3-thiazol-2-yl]acetamide